N-((4,6-dimethyl-2-oxo-1,2-dihydropyridin-3-yl)methyl)-5-(ethyl-(tetrahydro-2H-pyran-4-yl)amino)-4-methyl-4'-(morpholinylmethyl)-[1,1'-biphenyl]-3-formamide CC1=C(C(NC(=C1)C)=O)CNC(=O)C=1C=C(C=C(C1C)N(C1CCOCC1)CC)C1=CC=C(C=C1)CN1CCOCC1